CC(C)(C)C=1C=C(C=C(C1O)C(C)(C)C)CC(C(=O)OC1CC(N(C(C1)(C)C)C)(C)C)(C(=O)OC1CC(N(C(C1)(C)C)C)(C)C)CCCC bis(1,2,2,6,6-pentamethyl-4-piperidinyl) [[3,5-bis(1,1-dimethylethyl)-4-hydroxy-phenyl]methyl]butylmalonate